CSCOC1=C(C(=O)[O-])C=CC=C1 2-(methylmercaptomethoxy)benzoate